C(C#CC)N1C(CCC1)C=1C=C(C=C2C=NC=NC12)C1=CC=C(C(=O)NC2=NC=CC(=C2)C#N)C=C1 4-(8-(1-(but-2-ynyl)pyrrolidin-2-yl)quinazolin-6-yl)-N-(4-cyanopyridin-2-yl)benzamide